C1(CCCCC1)/C=C/C(=O)C=1C(N(C(N(C1O)C)=C)C)=O 5-[(2E)-3-(cyclohexyl)prop-2-enoyl]-6-hydroxy-1,3-dimethyl-2-methylidene-1,2,3,4-tetrahydropyrimidin-4-one